tert-butyl 3-(9-methyl-6-morpholino-2-(3-phenyl-1H-pyrazol-1-yl)-9H-purin-8-yl)azetidine-1-carboxylate CN1C2=NC(=NC(=C2N=C1C1CN(C1)C(=O)OC(C)(C)C)N1CCOCC1)N1N=C(C=C1)C1=CC=CC=C1